FC1=C(C(=CC(=C1)C(F)(F)F)O)C1=C2C(=C(N=N1)NC1C(N(CCC1)C)=O)C=NC=C2 3-[[1-[2-fluoro-6-hydroxy-4-(trifluoromethyl)phenyl]pyrido[3,4-d]pyridazin-4-yl]amino]-1-methyl-piperidin-2-one